FC=1C=C2N(CCN(C2=CC1)C(=O)C=1C=CC=2N(C1)C(=CN2)C=2C=CC(=NC2)NC(OC)=O)C methyl N-[5-[6-(6-fluoro-4-methyl-2,3-dihydroquinoxaline-1-carbonyl)imidazo[1,2-a]pyridin-3-yl]-2-pyridyl]carbamate